IC1=NN(C(=C1C(C)C)C)C1=CC=2C(N=C1C(C)O)=NN(C2)C 1-{5-[3-iodo-5-methyl-4-(propan-2-yl)-1H-pyrazol-1-yl]-2-methyl-2H-pyrazolo[3,4-b]pyridin-6-yl}ethan-1-ol